ClC1=CC=C(O1)C1C(=NN(C1(C(=O)NCC1OC2(COC2)CN(C1)C)C)C1=C(C=C(C=C1)F)F)C1=C(C=C(C=C1)F)F 4-(5-Chlorofuran-2-yl)-1,3-bis(2,4-difluorophenyl)-5-methyl-N-((8-methyl-2,5-dioxa-8-azaspiro[3.5]nonan-6-yl)methyl)-4,5-dihydro-1H-pyrazole-5-carboxamide